ClC=1C(=C(CN2[C@@H](C[C@@](CC2)(C(=O)O)CC2=NC(=CC(=C2F)CCO)NC2=NNC(=C2)C)C)C=CC1)F (2R,4R)-1-(3-chloro-2-fluorobenzyl)-4-((3-fluoro-4-(2-hydroxyethyl)-6-((5-methyl-1H-pyrazol-3-yl)amino)pyridin-2-yl)methyl)-2-methylpiperidine-4-carboxylic acid